C(C1=CC=CC=C1)OC(\C=C\C1=CC=C(C=C1)NC1=CC(=C(C=C1)OC)C12CC3CC(CC(C1)C3)C2)=O.N2C=C(C3=CC=CC=C23)CC(CCCC)NC(=O)C2=CN=CS2 N-[1-(1H-indol-3-ylmethyl)pentyl]Thiazole-5-carboxamide Benzyl-(2E)-3-(4-{[3-(adamantan-1-yl)-4-methoxyphenyl]amino}phenyl)prop-2-Enoat